5-(2-methoxyethyl)benzo[d]oxazol-2-amine COCCC=1C=CC2=C(N=C(O2)N)C1